C(C)NNC(CCCCCCC(=O)NC1=CC=CC=C1)=O 8-(2-ethylhydrazino)-8-oxo-N-phenyloctanamide